ClC=1N=CC(=NC1)CC(C)O (5-Chloropyrazin-2-yl)propan-2-ol